[Si](C)(C)(C(C)(C)C)OCC=1C(NC=CC1)=O 3-(((tert-butyldimethylsilyl)oxy)methyl)pyridin-2(1H)-one